1-(3-chloropyridin-4-yl)methanamine-hydrochloride salt Cl.ClC=1C=NC=CC1CN